S(F)(F)(F)(F)(F)F SULFUR HEXAFLUORIDE